C1(CCC=CCCC1)CNC1=CC=CC=C1 N-(cyclooct-4-en-1-ylmethyl)aniline